N-[4-[[3-chloro-4-[(pyridin-2-yl)methoxy]phenyl]amino]-3-cyano-7-ethoxyquinolin-6-yl]-4-(dimethylamino)but-2-enamide ClC=1C=C(C=CC1OCC1=NC=CC=C1)NC1=C(C=NC2=CC(=C(C=C12)NC(C=CCN(C)C)=O)OCC)C#N